N[C@H](C(=O)O)CCNC(CCl)=O (2S)-2-amino-4-[(2-chloroacetyl)amino]butyric acid